(1R,3S,5R)-2-(2-(3-acetyl-5-(2-methylpyrimidin-5-yl)-1H-indazol-1-yl)acetyl)-N-(6-bromo-4-isobutylpyridin-2-yl)-5-methyl-2-azabicyclo[3.1.0]hexane-3-carboxamide C(C)(=O)C1=NN(C2=CC=C(C=C12)C=1C=NC(=NC1)C)CC(=O)N1[C@@H]2C[C@@]2(C[C@H]1C(=O)NC1=NC(=CC(=C1)CC(C)C)Br)C